(S)-4-((3-fluoropropyl)(4-(5,6,7,8-tetrahydro-1,8-naphthyridin-2-yl)butyl)amino)-2-(nicotinamido)butanoic acid FCCCN(CC[C@@H](C(=O)O)NC(C1=CN=CC=C1)=O)CCCCC1=NC=2NCCCC2C=C1